FC(CN1CCN(CC1)C([C@H]1NCCC1)=O)(C)C (S)-1-(2-fluoro-2-methylpropyl)-4-prolylpiperazine